(2S,4S)-tert-butyl 4-((tert-butyldimethylsilyl)oxy)-2-((3,4-difluoro-phenyl)carbamoyl)pyrrolidine-1-carboxylate [Si](C)(C)(C(C)(C)C)O[C@H]1C[C@H](N(C1)C(=O)OC(C)(C)C)C(NC1=CC(=C(C=C1)F)F)=O